cyclopentadienyl-erbium C1(C=CC=C1)[Er]